CC=1N=C(SC1)C1(CCC1)NC(=O)C1CCNCC1 N-(1-(4-methylthiazol-2-yl)cyclobutyl)piperidine-4-carboxamide